Carbonylthiazolin-2-thion C(=O)=C1C=NC(S1)=S